Cl.Cl.Cl.C(CCCCC)(=O)N1C(CCC1=O)=O N-(caproyl)succinimide Tris-HCL